CN(C(COCCCCCCCC)COCCCCCCCC[C@@H]1[C@@H](C1)C[C@@H]1[C@@H](C1)CCCCC)C N,N-dimethyl-1-(octyloxy)-3-({8-[(1S,2S)-2-{[(1R,2R)-2-pentylcyclopropyl]methyl}cyclopropyl]octyl}oxy)propan-2-amine